(S)-1-(3-(2,6-diamino-7-(4-phenoxyphenyl)-7,8-dihydro-9H-purin-9-yl)pyrrolidin-1-yl)but-2-yn-1-one NC1=NC(=C2N(CN(C2=N1)[C@@H]1CN(CC1)C(C#CC)=O)C1=CC=C(C=C1)OC1=CC=CC=C1)N